ClC=1C=C2C=C(NC2=CC1OCC1=CC(=NO1)C)CNC(OC)=O methyl ((5-chloro-6-((3-methylisoxazol-5-yl)methoxy)-1H-indol-2-yl)methyl)carbamate